CCCCCCC/C=C/C=O decenal